ClC1=C2C(=NC(=N1)Cl)N(N=C2C)C2OCCCC2 4,6-dichloro-3-methyl-1-(tetrahydro-2H-pyran-2-yl)-1H-pyrazolo[3,4-d]pyrimidine